(2-(cyclopropylmethoxy)-6-fluorophenyl)methylamine C1(CC1)COC1=C(C(=CC=C1)F)CN